CC1=NOC2=C1C=C(C(=C2)C2=CC(=NC=C2)C)N 3-methyl-6-(2-methyl-4-pyridinyl)-1,2-benzoxazol-5-amine